6-((R)-1-(4,6-difluoro-2-((3R,4R)-4-fluoro-3-(methylamino)piperidin-1-yl)-1H-benzo[d]imidazol-1-yl)ethyl)nicotinonitrile FC1=CC(=CC=2N(C(=NC21)N2C[C@H]([C@@H](CC2)F)NC)[C@H](C)C2=NC=C(C#N)C=C2)F